Tert-butyl 4-(2-(1-(2,6-dioxopiperidin-3-yl)-3-methyl-2-oxo-2,3-dihydro-1H-benzo[d]imidazol-4-yl)ethyl)piperazine-1-carboxylate O=C1NC(CCC1N1C(N(C2=C1C=CC=C2CCN2CCN(CC2)C(=O)OC(C)(C)C)C)=O)=O